(S)-1-(3,4-dihydroisoquinolin-2(1H)-yl)-3-((7-(pyrazin-2-ylamino)-1H-pyrazolo[4,3-d]pyrimidin-3-yl)amino)propan-2-ol C1N(CCC2=CC=CC=C12)C[C@H](CNC1=NNC2=C1N=CN=C2NC2=NC=CN=C2)O